biotin sodium salt [Na+].[O-]C(=O)CCCC[C@@H]1SC[C@@H]2NC(=O)N[C@H]12